[Si](C)(C)(C(C)(C)C)OCCCN1C(C(=CC=C1C(F)(F)F)C(=O)OCC)=O ethyl 1-{3-[(tert-butyldimethylsilyl)oxy]propyl}-2-oxo-6-(trifluoromethyl)-1,2-dihydropyridine-3-carboxylate